4-methoxy-N-(2'-(4-methylpiperidin-1-yl)-[4,4'-bipyridin]-2-yl)benzamide COC1=CC=C(C(=O)NC2=NC=CC(=C2)C2=CC(=NC=C2)N2CCC(CC2)C)C=C1